6-acetyl-5-fluoro-1-methylindole-3-carboxylic acid C(C)(=O)C1=C(C=C2C(=CN(C2=C1)C)C(=O)O)F